ClC=1C=C(C=CC1OCC1=NC=CN=C1)NC1=NC=NC2=CC=C(C=C12)[C@H]1CNCCC1 (S)-N-(3-chloro-4-(pyrazin-2-ylmethoxy)phenyl)-6-(piperidin-3-yl)quinazolin-4-amine